CC(C=C)C1=CC=CC2=NN(N=C21)C2=C(C=CC(=C2)C)O 1-methylallyl-2-(2-hydroxy-5-methylphenyl)benzotriazole